N-[3-(2,4-dioxo-1,2,3,4-tetrahydronaphtho[1,2-b][1,4]diazepin-5-yl)phenyl]-1-naphthalenesulfonamide O=C1CC(N(C2=C(N1)C1=CC=CC=C1C=C2)C=2C=C(C=CC2)NS(=O)(=O)C2=CC=CC1=CC=CC=C21)=O